N-((2-methoxy-5-(2-oxa-6-azaspiro[3.3]heptan-6-yl)phenyl)sulfonyl)-5-(1H-pyrazol-1-yl)quinoline-2-carboxamide COC1=C(C=C(C=C1)N1CC2(COC2)C1)S(=O)(=O)NC(=O)C1=NC2=CC=CC(=C2C=C1)N1N=CC=C1